C(C)(C)(C)OC(=O)N1[C@H](CC[C@@H](C1)NC(=O)C1=NC2=CC=C(C=C2C=C1)C(F)(F)F)C=1OC(=NN1)OCCOC(F)(F)F (2r,5s)-2-{5-[2-(trifluoromethoxy)ethoxy]-1,3,4-oxadiazol-2-yl}-5-[6-(trifluoromethyl)quinoline-2-amidyl]piperidine-1-carboxylic acid tert-butyl ester